The molecule is a fatty acid ester obtained by the formal condensation of egonol with isobutyric acid. It has been isolated from the fruits of Styrax agrestis. It has a role as a metabolite and a plant metabolite. It is a member of 1-benzofurans, an aromatic ether, a member of benzodioxoles and a fatty acid ester. It derives from an isobutyric acid and an egonol. It derives from a hydride of a 1-benzofuran. CC(C)C(=O)OCCCC1=CC2=C(C(=C1)OC)OC(=C2)C3=CC4=C(C=C3)OCO4